C(C)OC(C(=C)C)=O.OC1=CC=C(C=C1)C(C)(C)C1=CC=C(C=C1)O bisphenol-A ethylmethacrylate